1-[(1r,4r)-4-(6-chloro-2H-pyrazolo[4,3-c]pyridin-2-yl)cyclohexyl]methanamine, hydrochloride salt Cl.ClC1=CC=2C(C=N1)=CN(N2)C2CCC(CC2)CN